(2-((4-(2-methyl-5-(pyrrolidin-1-yl)pyridin-3-yl)-1H-1,2,3-triazol-1-yl)methyl)imidazo[1,2-a]pyridin-6-yl)methanol CC1=NC=C(C=C1C=1N=NN(C1)CC=1N=C2N(C=C(C=C2)CO)C1)N1CCCC1